FC1=C(C=CC=2NC(=NC21)C=O)F 4,5-difluoro-1H-benzimidazole-2-carbaldehyde